(Z)-3-((1H-indol-2-yl)methylene)-5-(8-methyl-2,3-dihydro-1H-pyrido[2,3-b][1,4]oxazin-7-yl)indolin-2-one N1C(=CC2=CC=CC=C12)\C=C\1/C(NC2=CC=C(C=C12)C1=C(C2=C(OCCN2)N=C1)C)=O